(E)-N,N-dimethyl-4-((2-(4-((E)-4,4,4-trifluoro-1-(3-fluoro-1H-indazol-5-yl)-2-phenylbut-1-en-1-yl)phenoxy)ethyl)amino)but-2-enamide CN(C(\C=C\CNCCOC1=CC=C(C=C1)/C(=C(/CC(F)(F)F)\C1=CC=CC=C1)/C=1C=C2C(=NNC2=CC1)F)=O)C